CC(C(=O)SCCNC(CCNC([C@@H](C(COP(OP(OC[C@@H]1[C@H]([C@H]([C@@H](O1)N1C=NC=2C(N)=NC=NC12)O)OP(=O)(O)O)(=O)O)(=O)O)(C)C)O)=O)=O)C(=O)O anti-methylmalonyl-CoA